C1(=CC=CC=C1)C1=CC(=NN1COCC[Si](C)(C)C)B1OC(C(O1)(C)C)(C)C 5-phenyl-3-(4,4,5,5-tetramethyl-1,3,2-dioxaborolan-2-yl)-1-((2-(trimethylsilyl)ethoxy)methyl)-1H-pyrazole